COC(C1=CC=C(C=C1)C=1C(=NC(=CC1O)OCC1OCCCC1)CCC1=CC=C(C=C1)CCC)=O.CC1(N(CCOC1)C1=CC(=C(C(=C1)F)OC)Br)C dimethyl-4-(3-bromo-5-fluoro-4-methoxyphenyl)morpholine Methyl-4-(4-hydroxy-2-(4-propylphenethyl)-6-((tetrahydro-2H-pyran-2-yl)methoxy)pyridin-3-yl)benzoate